C(C=C)OC1(CC(=CC=C1)C(CCC)CCCCC)O 1-allyloxy-3-4-nonylphenol